(2S)-N-{4-[3-(2,4-difluorophenyl)-5-methyl-4-oxo-4,5,6,7-tetrahydro-1H-pyrrolo[3,2-c]pyridin-2-yl]pyridin-2-yl}-2-(4-fluorophenyl)propanamide FC1=C(C=CC(=C1)F)C1=C(NC2=C1C(N(CC2)C)=O)C2=CC(=NC=C2)NC([C@@H](C)C2=CC=C(C=C2)F)=O